P(=O)(OC[N+]1=C(C(=CC=C1)C1=CC(=NO1)CC=1C=NC(=CC1)NCC1=C(C=CC=C1)F)N)(O)[O-] (2-amino-3-(3-((6-((2-fluorobenzyl)amino)pyridin-3-yl)methyl)isoxazol-5-yl)pyridin-1-ium-1-yl)methyl hydrogen phosphate